2-{[(1Z)-2-methylcyclopropanylidene]amino}-5-(2-methylpropan-2-yl)-3-nitroaniline CC1\C(\C1)=N/C1=C(N)C=C(C=C1[N+](=O)[O-])C(C)(C)C